2-((1H-benzo[d]imidazole-2-yl)(5-fluoro-2-methoxyphenyl)methyl)-6-bromoisoindolin-1-one N1C(=NC2=C1C=CC=C2)C(N2C(C1=CC(=CC=C1C2)Br)=O)C2=C(C=CC(=C2)F)OC